CC(=O)O.C(C(CO)(CO)N)O The molecule is an acetate salt resulting from the reaction of equimolar amounts of tris and acetic acid. It has a role as a buffer. It contains a member of Htris.